NC1=NC(=C2N=CN(C2=N1)[C@H]1C=C[C@H](C1)COP(=O)(OC1=CC(=C(C=C1)OC)OC)N[C@@H](C)C(=O)OC(C)C)OC isopropyl ((((1S,4R)-4-(2-amino-6-methoxy-9H-purin-9-yl)cyclopent-2-en-1-yl)methoxy)(3,4-dimethoxyphenoxy)phosphoryl)-L-alaninate